CN(C(CCCCCCCCC[C@@H]1[C@@H](C1)C[C@@H]1[C@@H](C1)CCCCC)CCCCCCCCC)C N,N-dimethyl-1-[(1S,2S)-2-{[(1R,2R)-2-pentyl-cyclopropyl]methyl}cyclopropyl]nonadecan-10-amine